ClC=1C(=C(CNC(CNCCC2(COC2)O)=O)C=CC1)F N-(3-chloro-2-fluorobenzyl)-2-((2-(3-hydroxyoxetan-3-yl)ethyl)amino)acetamide